(S)-1-(3-phenoxyphenyl)pent-4-en-1-amine O(C1=CC=CC=C1)C=1C=C(C=CC1)[C@H](CCC=C)N